FC1=CC=C(S1)C1=C(C=C(C=C1)S(=O)(=O)C)NS(=O)(=O)C=1C=C(C(=O)OC)C=CC1OC methyl 3-(N-(2-(5-fluorothiophen-2-yl)-5-(methylsulfonyl)phenyl)sulfamoyl)-4-methoxybenzoate